dodecafluorooctane-1,8-diylbis(methyl acrylate) FC(C(C(C(C(C(C(=O)[O-])=CC)(F)F)(F)F)(F)F)(F)F)(CCC(C(C(=O)[O-])=CC)(F)F)F